1-(2-(dimethylamino)ethyl)-1-methyl-3-(4-(1-phenyl-1H-benzo[d]imidazol-6-yl)phenyl)urea CN(CCN(C(=O)NC1=CC=C(C=C1)C=1C=CC2=C(N(C=N2)C2=CC=CC=C2)C1)C)C